(10aR,12R,13aS)-12-(6-amino-2-fluoro-9H-purin-9-yl)-10a-ethynylhexa-hydro-4H,10H-furo[3,2-d][1,3,7,9]tetraoxacyclododecine-2,8-dione NC1=C2N=CN(C2=NC(=N1)F)[C@H]1C[C@@H]2OC(OCCCOC(OC[C@]2(O1)C#C)=O)=O